O[C@@]1([C@@H](CC[C@H](C1)C)C(C)C)C(=O)NCC(C(=O)[O-])C1=CC=CC=C1 3-((1s,2s,5r)-1-hydroxy-2-isopropyl-5-methylcyclohexane-1-carboxamido)-2-phenylpropionate